tert-butyl 4-(4-(((2-(2,6-dioxopiperidin-3-yl)-1-oxoisoindolin-4-yl)amino)methyl)benzyl)piperazine-1-carboxylate O=C1NC(CCC1N1C(C2=CC=CC(=C2C1)NCC1=CC=C(CN2CCN(CC2)C(=O)OC(C)(C)C)C=C1)=O)=O